benzyl-5-hydroxypentanoate C(C1=CC=CC=C1)OC(CCCCO)=O